C(C)(=O)C1=C(C2=C(N=C(N=C2)NC2=CC=C(C=C2)N2CCNCC2)N(C1=O)C1CCCC1)C 6-acetyl-8-cyclopentyl-5-methyl-2-(4-piperazin-1-ylanilino)pyrido[2,3-d]pyrimidin-7-one